C1(=CC=CC=C1)C=1C=CN2C=CC=CC12 1-phenyl-indolizine